(5-Bromo-2-(((3s,4s)-4-methoxy-1-(3-methyl-1H-pyrazolo[3,4-c]pyridin-4-yl)pyrrolidin-3-yl)amino)-3-nitrophenyl)((2s,6r)-2,6-dimethylmorpholinyl)methanone BrC=1C=C(C(=C(C1)C(=O)N1C[C@@H](O[C@@H](C1)C)C)N[C@H]1CN(C[C@@H]1OC)C1=C2C(=CN=C1)NN=C2C)[N+](=O)[O-]